(2-(4-cyclopropyl-1-(2,6-dichlorophenyl)-1H-1,2,3-triazol-5-yl)-7-azaspiro[3.5]non-1-en-7-yl)-4-fluorobenzo[d]thiazole-6-carboxylic acid C1(CC1)C=1N=NN(C1C1=CC2(C1)CCN(CC2)C=2SC1=C(N2)C(=CC(=C1)C(=O)O)F)C1=C(C=CC=C1Cl)Cl